(3-amino-3-methylbutyl)(4-amino-4-methylpentyl)carbamic acid NC(CCN(C(O)=O)CCCC(C)(C)N)(C)C